C(C)(C)(C)OC(N(C)C[C@H]1OCCN2N=C3C=CC=CC3=C21)=O.BrC2=CC=C(C=C2)C2C(C2)C(=O)N2CCN(CC2)C(=O)C=2C=NC(=NC2)OC (4-(2-(4-bromophenyl)cyclopropane-1-carbonyl)piperazin-1-yl)(2-methoxypyrimidin-5-yl)methanone tert-butyl-(R)-((3,4-dihydro-1H-[1,4]oxazino[4,3-b]indazol-1-yl)methyl)(methyl)carbamate